CC1OC(CC(C1)O)C 2,6-dimethyltetrahydro-2H-pyran-4-ol